bis[di-t-butyl-(4-trifluoromethylphenyl)phosphine] palladium dichloride [Pd](Cl)Cl.C(C)(C)(C)P(C1=CC=C(C=C1)C(F)(F)F)C(C)(C)C.C(C)(C)(C)P(C1=CC=C(C=C1)C(F)(F)F)C(C)(C)C